C(C1=CC=CC=C1)[C@@H]1N(C(OC1)=O)C([C@@H](O)C1CC1)=O (S)-4-benzyl-3-((S)-2-cyclopropyl-2-hydroxyacetyl)oxazolidin-2-one